pentaerythritol tetrakis(laurylthioacrylate) C(CCCCCCCCCCC)C(C(=S)OCC(COC(C(=C)CCCCCCCCCCCC)=S)(COC(C(=C)CCCCCCCCCCCC)=S)COC(C(=C)CCCCCCCCCCCC)=S)=C